tert-Butyl (5-formylthiazol-2-yl)carbamate C(=O)C1=CN=C(S1)NC(OC(C)(C)C)=O